C(C)(C)(C)OC(=O)N1C2(CC2)CC(=CC1)C1=CC2=NC=C(C=C2S1)Br.C(C1=CC=CC=C1)S(=O)(=O)NC(=O)C=1N=NC(=CC1)N1CCN(CC1)C(C1=CC(=C(C=C1)C1=CC=C(C=C1)O)F)=O N-benzylsulfonyl-6-[4-[3-fluoro-4-(4-hydroxyphenyl)benzoyl]piperazin-1-yl]pyridazin-3-carboxamide tert-butyl-7-(6-bromothieno[3,2-b]pyridin-2-yl)-4-azaspiro[2.5]oct-6-ene-4-carboxylate